2-(2-cyclohexylethyl)-8-propylanthra[1,2-b:5,6-b']dithiophene C1(CCCCC1)CCC1=CC2=C(S1)C1=CC=3C=CC4=C(SC(=C4)CCC)C3C=C1C=C2